COC=1C(=NC(=NC1NC=1C=NC=CC1)N1CCOCC1)C=1C=C(C=CC1)N1CC(N(CC1)C)=O 4-(3-(5-methoxy-2-morpholino-6-(pyridin-3-ylamino)pyrimidin-4-yl)phenyl)-1-methylpiperazin-2-one